(S)-N-(3-fluoro-1-hydroxybut-3-en-2-yl)-2-methylpropane-2-sulfinamide FC(C(CO)N[S@@](=O)C(C)(C)C)=C